water-ammonium salt [NH4+].O